N-[2-[[(2S)-2-amino-3-carbamimidamidopropanoyl]amino]ethyl]-2-chloro-4-[[3-[3-(trifluoromethyl)-1H-pyrazol-4-yl]imidazo[1,2-a]pyrazin-8-yl]amino]benzamide N[C@H](C(=O)NCCNC(C1=C(C=C(C=C1)NC=1C=2N(C=CN1)C(=CN2)C=2C(=NNC2)C(F)(F)F)Cl)=O)CNC(=N)N